2-[6-[3-(Difluoromethyl)-4-fluoro-phenyl]-3-fluoro-pyrazolo[4,3-b]pyridin-1-yl]-N,N-dimethyl-acetamide FC(C=1C=C(C=CC1F)C=1C=C2C(=NC1)C(=NN2CC(=O)N(C)C)F)F